CC(C)(C1=CC=C(C=C1)O)C1=CC=C(C=C1)O 4,4'-(1-methylethylidene)diphenol